FC=1C=C(C=CC1)C1CN(C2=C(O1)C=CC(=C2)N)C 2-(3-fluorophenyl)-4-methyl-3,4-dihydro-2H-benzo[b][1,4]oxazin-6-amine